F[C@H]1[C@H](C1)C(=O)NC=1N=CC2=CC(=C3C(=C2C1)SC=N3)C=3C=NC(=CC3C)[C@@H](CC)O (1R,2R)-2-fluoro-N-(4-(6-((R)-1-hydroxypropyl)-4-methylpyridin-3-yl)thiazolo[5,4-f]isoquinolin-8-yl)cyclopropane-1-carboxamide